2-(2-Ethyl-7-methyl-4-oxofuro[2,3-d]pyridazin-5(4H)-yl)-N-(pyrimidin-2-yl)acetamide C(C)C1=CC2=C(C(=NN(C2=O)CC(=O)NC2=NC=CC=N2)C)O1